N1=NN=C2C1=CC=C(N2)OC2=NC1=C(C=C2)NN=N1 TRIAZOLOPYRIDINYL ETHER